(2S)-1-(2-bromopyridin-4-yl)propan-2-ol BrC1=NC=CC(=C1)C[C@H](C)O